((2R,5S)-2-(2-(1-azabicyclo[2.2.1]heptan-3-yl)benzo[d]thiazol-5-yl)-5-methylpiperidin-1-yl)-N-(6-amino-5-ethylpyridin-3-yl)-2-oxoacetamide N12CC(C(CC1)C2)C=2SC1=C(N2)C=C(C=C1)[C@@H]1N(C[C@H](CC1)C)C(C(=O)NC=1C=NC(=C(C1)CC)N)=O